CS(=O)(=O)C1=CC=C(C=N1)C1=NC=C(C=C1)C=O 6'-(methylsulfonyl)-[2,3'-bipyridine]-5-carbaldehyde